5-(1-methylcyclohexyl)-7-(trifluoromethyl)pyrazolo[1,5-a]Pyrimidine-2-carboxylic acid CC1(CCCCC1)C1=NC=2N(C(=C1)C(F)(F)F)N=C(C2)C(=O)O